1-Azabicyclo[3.2.2]nonan-4-yl (1-(4'-((2-methoxyethoxy)methyl)-[1,1'-biphenyl]-4-yl)cyclopropyl)carbamate COCCOCC1=CC=C(C=C1)C1=CC=C(C=C1)C1(CC1)NC(OC1CCN2CCC1CC2)=O